3-{[(5Z)-11-[18F]fluorotetradeca-5-en-1-yl]sulfanyl}propanoic acid [18F]C(CCCC\C=C/CCCCSCCC(=O)O)CCC